C(C)(C)(C)OC(=O)N(C[C@@H](C(=O)O)C1=CC=C(C=C1)Cl)C (S)-3-((tert-butoxycarbonyl)(methyl)amino)-2-(4-chlorophenyl)propionic acid